NC1=CC=C(N=N1)C(=O)N1CCN(CC1)C (6-aminopyridazin-3-yl)-(4-methylpiperazin-1-yl)methanone